ClC1=CC2=C(NC(=N2)N)C=C1Cl 5,6-dichloro-1H-benzo[d]imidazol-2-amine